CC1COCCN1C1=NC=NC(=N1)N1CCOCC1 4-(3-methylmorpholino)-6-morpholino-1,3,5-triazine